tert-butyl 4-[1-(4-amino-2-chloro-phenyl)-4-piperidyl]piperidine-1-carboxylate NC1=CC(=C(C=C1)N1CCC(CC1)C1CCN(CC1)C(=O)OC(C)(C)C)Cl